BrC=1C=C2C=CN=C(C2=CC1)N(C(C1=C(C=C(C=C1)C=1N=NN(C1)C)F)=O)[C@H]1CN(CCC1)C(=O)OC(C)(C)C tert-butyl (R)-3-(N-(6-bromoisoquinolin-1-yl)-2-fluoro-4-(1-methyl-1H-1,2,3-triazol-4-yl)benzamido)piperidine-1-carboxylate